1-(5-(5-amino-2-chloro-4-fluoro-3-methylbenzamido)-2-fluoro-4-((3S,5R)-3,4,5-trimethylpiperazin-1-yl)phenyl)-N-(3-morpholinopropyl)-1H-1,2,3-triazole-4-carboxamide NC=1C(=C(C(=C(C(=O)NC=2C(=CC(=C(C2)N2N=NC(=C2)C(=O)NCCCN2CCOCC2)F)N2C[C@@H](N([C@@H](C2)C)C)C)C1)Cl)C)F